C1=CC=CC=2C3=CC=CC=C3C(C12)COC(=O)NCCC(=O)N[C@H](CCCNC(N)=N)C(=O)O (3-((((9H-fluoren-9-yl)methoxy)carbonyl)amino)propanoyl)-D-arginine